FC=1C=C(C=C2C=NNC12)[N+](=O)[O-] 7-fluoro-5-nitro-1H-indazole